dimethoxyethanol tert-butyl-(R)-(1-((5-bromopyrimidin-2-yl)methyl)piperidin-3-yl)(methyl)carbamate C(C)(C)(C)CN(C(=O)OC(C)(OC)OC)[C@H]1CN(CCC1)CC1=NC=C(C=N1)Br